ClC1=C(C(=CC=C1)F)C1(OC(=C(C1=O)OC(C)=O)N)C 2-(2-chloro-6-fluorophenyl)-2-methyl-4-acetoxy-5-amino-3(2H)-furanone